Methyl (1RS,2RS)-2-((6-methyl-2-(((R)-6-oxohexan-2-yl)oxy)pyridin-3-yl)sulfonyl)cyclopentane-1-carboxylate CC1=CC=C(C(=N1)O[C@H](C)CCCC=O)S(=O)(=O)[C@H]1[C@H](CCC1)C(=O)OC |&1:18,19|